5-{2-acetamidoimidazo[1,2-b]pyridazin-6-yl}-N-{[5-fluoro-2-(1-methyl-1H-pyrazol-4-yl)phenyl]methyl}-2-methylbenzamide C(C)(=O)NC=1N=C2N(N=C(C=C2)C=2C=CC(=C(C(=O)NCC3=C(C=CC(=C3)F)C=3C=NN(C3)C)C2)C)C1